F[C@@H]1CN(CC[C@@H]1N1N=NC(=C1C)C=1C=C(C=2N(C1)N=CC2F)O[C@H](CO)C2=NC=C(C=C2)F)C#N (3R,4S)-3-fluoro-4-[4-[3-fluoro-4-[(1S)-1-(5-fluoro-2-pyridyl)-2-hydroxy-ethoxy]pyrazolo[1,5-a]pyridin-6-yl]-5-methyl-triazol-1-yl]piperidine-1-carbonitrile